3-(trifluoromethyl)-1,2,4-oxadiazol FC(C1=NOC=N1)(F)F